2-[[7-(benzylamino)-4-bromo-1-oxo-isoindolin-2-yl]methyl]prop-2-enenitrile C(C1=CC=CC=C1)NC=1C=CC(=C2CN(C(C12)=O)CC(C#N)=C)Br